FC1=CC=C(C=C1)NC(=O)C1(CC1)C(=O)NC1=CC=C(C=C1)OC1=CC=NC2=CC(=CC=C12)C=1C=NN(C1)C(C)C 1-N'-(4-fluorophenyl)-1-N-[4-[7-(1-prop-2-ylpyrazol-4-yl)quinolin-4-yl]oxyphenyl]cyclopropane-1,1-dicarboxamide